FC1=C(C(C(=O)[O-])=C(C(=C1)F)F)C(=O)[O-] 3,5,6-trifluoro-phthalate